ClC=1C=C(OC2(CCCCC2)C2=C(N=NC(=C2)N2CCC(CC2)CN2CCN(CC2)C2=CC=C(C=C2)C=2NC(NC(C2)=O)=O)C(=O)N)C=CC1C#N (1r,4r)-4-((3-chloro-4-cyanophenoxy)cyclohexyl)-6-(4-((4-(4-(2,6-dioxo-1,2,3,6-tetrahydropyrimidin-4-yl)phenyl)Piperazine-1-yl)methyl)piperidin-1-yl)pyridazine-3-carboxamide